N-[2-hydroxy-2-(3-pyridyl)ethyl]-N-propyl-6-(trifluoromethyl)-1,3-dihydropyrrolo[3,4-c]pyridine-2-carboxamide OC(CN(C(=O)N1CC=2C=NC(=CC2C1)C(F)(F)F)CCC)C=1C=NC=CC1